C(CCCCCCCCCCC)N(CCN(CCN1CCN(CC1)CCN(CCCCCCCC\C=C/C\C=C/CCCCC)CCCCCCCCCCCC)CCCCCCCCCCCC)CCCCCCCCCCCC N1,N1,N2-Tridodecyl-N2-(2-(4-(2-(dodecyl((9Z,12Z)-octadeca-9,12-dien-yl)amino)ethyl)piperazin-1-yl)ethyl)ethane-1,2-diamine